((2-(((R)-6-(((1R,3R)-3-Cyano-3-methylcyclohexyl)amino)hexan-2-yl)oxy)-4-methylphenyl)sulfonyl)-L-proline C(#N)[C@]1(C[C@@H](CCC1)NCCCC[C@@H](C)OC1=C(C=CC(=C1)C)S(=O)(=O)N1[C@@H](CCC1)C(=O)O)C